1-(2,6-dimethylpyridin-3-yl)-N-((5-(2-fluorophenyl)-1,3,4-thiadiazol-2-yl)methyl)-1H-1,2,3-triazole-4-carboxamide CC1=NC(=CC=C1N1N=NC(=C1)C(=O)NCC=1SC(=NN1)C1=C(C=CC=C1)F)C